C12(CC(C1)C2)NS(=O)(=O)C=2C(=C(N(C2)C)C(=O)O)Cl 4-(N-(bicyclo[1.1.1]pentan-1-yl)sulfamoyl)-3-chloro-1-methyl-1H-pyrrole-2-carboxylic acid